O=C1N(CC2=CC(=CC=C12)CN1CCN(CC1)C=1C2=C(N=C(N1)N1CCCC1)CCS2)N2C(NC(CC2)=O)=O 1-(1-oxo-5-((4-(2-(pyrrolidin-1-yl)-6,7-dihydrothieno[3,2-d]pyrimidin-4-yl)piperazin-1-yl)methyl)isoindolin-2-yl)dihydropyrimidine-2,4(1H,3H)-dione